CC1(COCC1)COC ((3-Methyloxolan-3-yl)methoxy)methane